CC(C)(C)[S@](=O)N[C@@H](C)C1=NC(=CC2=C1CNC2=O)N2[C@@H](CCC2)C (S,R)-2-methyl-N-[(1S)-1-{6-[(2R)-2-methylpyrrolidin-1-yl]-1-oxo-2,3-dihydro-1H-pyrrolo[3,4-c]pyridin-4-yl}ethyl]propane-2-sulfinamide